4-methoxyphenyl-7-methyl[1,2,4]triazolo[1,5-c]quinazolin COC1=CC=C(C=C1)C1=NN2C=NC=3C(=CC=CC3C2=N1)C